C1(CC1)C1=C(C=C(C=N1)C1=CC(=C2C(=N1)N=C(N2)NC(=O)C=2N=CN(C2)C(CC(=O)O)C)N(C)CC2(CCCC2)COC)C(F)(F)F 3-[4-({5-[6-Cyclopropyl-5-(trifluoromethyl)pyridin-3-yl]-7-({[1-(methoxymethyl)cyclopentyl]methyl}(methyl)amino)-1H-imidazo[4,5-b]pyridin-2-yl}carbamoyl)-1H-imidazol-1-yl]butanoic acid